BrC1=C(C=CC=C1)S(=O)(=O)N1[C@]2([C@H](C3=CC=C(C=C13)C)O)OC(C=C2C2=CC=CC=C2)=O (2S,3'S)-1'-((2-bromophenyl)sulfonyl)-3'-hydroxy-6'-methyl-3-phenyl-5H-spiro[furan-2,2'-indoline]-5-one